((3aS,4R,6S,6aR)-6-(4-amino-7H-pyrrolo[3,2-d]pyrimidin-7-yl)-2-phenyltetrahydrofuro[3,4-d][1,3,2]dioxaborol-4-yl)methanol NC=1C2=C(N=CN1)C(C=N2)[C@@H]2O[C@@H]([C@@H]1[C@H]2OB(O1)C1=CC=CC=C1)CO